FC1=CC=C2C=C(NC(C2=C1)=O)CCCN1CCN(CC1)C=1C=C(C(=O)O)C=CC1 3-(4-(3-(7-fluoro-1-oxo-1,2-dihydroisoquinolin-3-yl)propyl)piperazin-1-yl)benzoic acid